bromo-biphenyl-carbaldehyde BrC1=C(C(=CC=C1)C1=CC=CC=C1)C=O